cis-N-benzyloxycarbonyl-4-[(p-toluenesulfonyloxy)ethyl]-proline methyl ester COC([C@H]1N(C[C@H](C1)CCOS(=O)(=O)C1=CC=C(C)C=C1)C(=O)OCC1=CC=CC=C1)=O